CC1=C(C=CC(=C1)N1CCC(CC1)C(F)(F)F)NC1=CC=2N(C=C1)C=CN2 N-(2-methyl-4-(4-(trifluoromethyl)piperidin-1-yl)phenyl)imidazo[1,2-a]pyridin-7-amine